3-(3-tert-butyl-4-hydroxy-5-methylphenyl)propionat C(C)(C)(C)C=1C=C(C=C(C1O)C)CCC(=O)[O-]